ClC=1C=C2C=CN=C(C2=CC1)N(C(C1=C(C=C(C=C1)C=1OC(=NN1)C)F)=O)[C@H]1CNCCC1 (R)-N-(6-chloroisoquinolin-1-yl)-2-fluoro-4-(5-methyl-1,3,4-oxadiazol-2-yl)-N-(piperidin-3-yl)benzamide